[1,4]oxaazepane O1CCNCCC1